C(C)C(CC(=O)N[C@H](C(=O)O)CCN(CCCCC1=NC=2NCCCC2C=C1)CCOC1=CC=C(C=C1)OC)CC (S)-2-(3-ethylpentanamido)-4-((2-(4-methoxyphenoxy)ethyl)(4-(5,6,7,8-tetrahydro-1,8-naphthyridin-2-yl)butyl)amino)butanoic acid